(3-(3-hydroxyoxetan-3-yl)phenyl)(4-(3-(trifluoromethyl)phenoxy)piperidin-1-yl)methanone OC1(COC1)C=1C=C(C=CC1)C(=O)N1CCC(CC1)OC1=CC(=CC=C1)C(F)(F)F